(R)-6-(1-acetyl-1,2,3,6-tetrahydropyridin-4-yl)-8-methyl-4-((1-(2-methyl-3-(trifluoromethyl)phenyl)ethyl)amino)pyrido[2,3-d]pyrimidin-7(8H)-one C(C)(=O)N1CCC(=CC1)C1=CC2=C(N=CN=C2N[C@H](C)C2=C(C(=CC=C2)C(F)(F)F)C)N(C1=O)C